N1=CC=CC2=C(C=C3C=CC=NC3=C12)C1=NC(=CC=C1)C1=C2C=CC=NC2=C2N=CC=CC2=C1 2,6-bis(1,10-phenanthroline-5-yl)pyridine